5-(3-fluoro-4-(2-(trifluoromethyl)pyrrolidin-1-yl)phenyl)-1,3,4-oxadiazol-2-amine FC=1C=C(C=CC1N1C(CCC1)C(F)(F)F)C1=NN=C(O1)N